FC(CN1N=C(C=2C1=NC(=CN2)N2CC1(CN(C1)C1=NC(=NC(=C1)C(F)(F)F)C)CC2)C)F 6-[1-(2,2-difluoroethyl)-3-methyl-1H-pyrazolo[3,4-b]pyrazin-6-yl]-2-[2-methyl-6-(trifluoromethyl)pyrimidin-4-yl]-2,6-diazaspiro[3.4]octane